N1=CC(=CC=C1)C=1SC(=CN1)C1=CC=CC=N1 6-[2-(3-pyridinyl)-5-thiazolyl]pyridine